(Z)-N-methylhexane-4-enamide CNC(CC\C=C/C)=O